2-binaphthol C=1(C(=CC=C2C=CC=CC12)O)C1=CC=CC2=CC=CC=C12